5'-(tert-butyl)-[1,1':3',1'':3'',1''':3''',1''''-quinquephenyl]-4',6'-d2-2'-amine C(C)(C)(C)C1=C(C(=C(C(=C1[2H])C1=CC=CC=C1)N)C1=CC(=CC=C1)C1=CC(=CC=C1)C1=CC=CC=C1)[2H]